4-amino-N-(cyclopropylmethyl)-N-(6-(1-methyl-1H-pyrazol-4-yl)-2,3-dihydrobenzofuran-3-yl)imidazo[1,5-a]quinoxaline-8-carboxamide NC=1C=2N(C3=CC(=CC=C3N1)C(=O)N(C1COC3=C1C=CC(=C3)C=3C=NN(C3)C)CC3CC3)C=NC2